(S)-3-(cyclopropylmethylamino)-1-(4-((5R,7R)-7-hydroxy-5-methyl-6,7-dihydro-5H-cyclopenta[d]pyrimidin-4-yl)piperazin-1-yl)-2-(4-(trifluoromethyl)phenyl)propan-1-one C1(CC1)CNC[C@@H](C(=O)N1CCN(CC1)C=1C2=C(N=CN1)[C@@H](C[C@H]2C)O)C2=CC=C(C=C2)C(F)(F)F